NC=1C2=C(N=C(N1)Cl)N(C=C2)[C@H]2[C@@H]([C@@H]([C@H](C2)C2=CC(=CC=C2)CN)O)O (1R,2S,3R,5R)-3-{4-amino-2-chloropyrrolo[2,3-d]pyrimidin-7-yl}-5-[3-(aminomethyl)phenyl]cyclopentane-1,2-diol